5-(1-(hydroxymethyl)-cyclopropyl)-1,2,4-oxadiazole-3-carboxylic acid ethyl ester C(C)OC(=O)C1=NOC(=N1)C1(CC1)CO